[Na].C1(=CC=CC=C1O)C ortho-cresol sodium